dimethyl 4,4-dimethyl-5-oxo-1-(3-(trifluoromethyl) phenyl)-4,5-dihydro-1H-pyrrole-2,3-dicarboxylate CC1(C(=C(N(C1=O)C1=CC(=CC=C1)C(F)(F)F)C(=O)OC)C(=O)OC)C